2-chloro-4-octylamino-6-octyloxy-1,3,5-triazine ClC1=NC(=NC(=N1)NCCCCCCCC)OCCCCCCCC